CN(C)CCCC=C(C(=O)N)C dimethylaminopropyl-(methyl)acrylamide